BrC=1C(=NC(=CC1)F)Cl 3-bromo-2-chloro-6-fluoro-pyridine